ClC=1N=C(C2=C(N1)C(N(C(=N2)C(F)(F)F)C)=O)C2=CC=C(C#N)C=C2 4-(2-chloro-7-methyl-8-oxo-6-(trifluoromethyl)-7,8-dihydropyrimido[5,4-d]pyrimidin-4-yl)benzonitrile